O1C2(OCC1)CC1=C(N=C(S1)NC(C1=CN=C(C=C1C1=C(C=CC=C1)OC)C)=O)CC2 N-(4,7-dihydro-5H-spiro[benzo[d]thiazole-6,2'-[1,3]dioxolan]-2-yl)-4-(2-methoxyphenyl)-6-methylnicotinamide